vitamin C phosphate sodium salt [Na+].P(=O)([O-])([O-])[O-].OC=1[C@H](OC(C1O)=O)[C@H](CO)O.[Na+].[Na+]